N-Cyclopentyl-2-(4-(methylsulfonyl)phenyl)oxazole-4-carboxamide C1(CCCC1)NC(=O)C=1N=C(OC1)C1=CC=C(C=C1)S(=O)(=O)C